BrC1=NN=C(S1)N([C@H]1[C@H]([C@@H]2CC[C@H](C1)N2C(=O)OC(C)(C)C)F)C tert-butyl (1S,2S,3R,5R)-3-[(5-bromo-1,3,4-thiadiazol-2-yl)(methyl)amino]-2-fluoro-8-azabicyclo[3.2.1]octane-8-carboxylate